N-(2,3-difluorophenyl)-2-oxo-5-phenyl-1-imidazolidinecarboxamide FC1=C(C=CC=C1F)NC(=O)N1C(NCC1C1=CC=CC=C1)=O